4-fluoro-3-methyl-anisol FC1=C(C=C(C=C1)OC)C